O1C2=C(OCC1)C=C(C=C2)[C@H]([C@@H](CN2CCCC2)NC(=O)[C@@H]2CN(CC2)C2=CC1=CC=CC=C1C=C2)O (S)-N-((1R,2R)-1-(2,3-dihydrobenzo[b][1,4]dioxin-6-yl)-1-hydroxy-3-(pyrrolidin-1-yl)propan-2-yl)-1-(naphthalen-2-yl)pyrrolidine-3-carboxamide